ClC1=NC=CC=C1C1=NC(CC2=CC=CC=C12)(C)C 1-(2-chloro-3-pyridyl)-3,3-dimethyl-4H-isoquinoline